Carbon disulphid C(=S)=S